9,9'-(5-(4,6-diphenyl-1,3,5-triazin-2-yl)-1,3-phenylene)bis(9H-carbazole-3-carbonitrile) C1(=CC=CC=C1)C1=NC(=NC(=N1)C1=CC=CC=C1)C=1C=C(C=C(C1)N1C2=CC=CC=C2C=2C=C(C=CC12)C#N)N1C2=CC=CC=C2C=2C=C(C=CC12)C#N